[Na+].C(CCC)(=O)[O-].C(CCC)(=O)[O-].[Na+] dibutyrate sodium